(S)-2-methyl-1-(5-(5-methyl-1,4,5,6-tetrahydropyridin-2-yl)-3H-spiro[benzofuran-2,4'-piperidin]-1'-yl)propan-2-ol CC(CN1CCC2(CC1)OC1=C(C2)C=C(C=C1)C=1NC[C@H](CC1)C)(C)O